2-ethylhexyl-2-cyano-3,3-diphenylacrylic acid C(C)C(COC(C(=C(C1=CC=CC=C1)C1=CC=CC=C1)C#N)=O)CCCC